ClC1=CC=C(S1)/C=C/C(=O)OCC ethyl (E)-3-(5-chlorothiophen-2-yl)acrylate